methyl 2-(4-bromo-3-methyl-1H-pyrazol-1-yl)-2-methylpropanoate BrC=1C(=NN(C1)C(C(=O)OC)(C)C)C